4-chloro-N-(1-methylcyclopropyl)-3-nitro-benzenesulfonamide ClC1=C(C=C(C=C1)S(=O)(=O)NC1(CC1)C)[N+](=O)[O-]